(trifluoromethyl)pyridine-3-carbaldehyde FC(F)(F)C1=NC=CC=C1C=O